COC1=C2C(C(=C(OC2=CC(=C1)OC)C1=CC(=C(C(=C1)OC)OC)OC)OCCCCSC1=NC2=C(N1S(=O)(=O)C1=CC=C(C=C1)[N+](=O)[O-])C=CC=C2)=O 5,7-dimethoxy-3-(4-((1-((4-nitrophenyl)sulfonyl)-1H-benzimidazol-2-yl)thio)butyloxy)-2-(3,4,5-trimethoxyphenyl)-4H-chromen-4-one